NC1=CC(=C(C(=N1)[C@H]1[C@H](CC=2C(=NC=NC2C1)N1CCN(CC1)C(C=C)=O)C)C(F)(F)F)C 1-(4-((6S,7R)-7-(6-amino-4-methyl-3-(trifluoromethyl)pyridin-2-yl)-6-methyl-5,6,7,8-tetrahydroquinazolin-4-yl)piperazin-1-yl)prop-2-en-1-one